C1NC(N2C1CNCC2)=O hexahydroimidazo[1,5-a]pyrazin-3(2H)-one